C(C)OC(C(CC=1C=C(C=CC1)C(C(=O)OC(C)(C)C)(CCCC(CO)(C)C)C)(C)C)=O tert-Butyl 2-(3-(3-ethoxy-2,2-dimethyl-3-oxopropyl)phenyl)-7-hydroxy-2,6,6-trimethylheptanoate